(E)-2-methyl-3-(pyridin-4-yl)acrylic acid methyl ester COC(\C(=C\C1=CC=NC=C1)\C)=O